[1-(Bicyclo[1.1.1]pentan-1-yl)-1H-1,2,3-triazol-4-yl](6-fluoro-2-methylpyridin-3-yl)methanol C12(CC(C1)C2)N2N=NC(=C2)C(O)C=2C(=NC(=CC2)F)C